C1COC2=C(N1)C=C(C=C2)O hydroxybenzomorpholine